N[C@H]([C@H](C)C1=C(C=2N=NC=C(C2S1)NCC=1SC=CC1)C)C 6-[(2S,3S)-3-aminobutan-2-yl]-7-methyl-N-[(thiophen-2-yl)methyl]thieno[3,2-c]pyridazin-4-amine